2,3-dichloro-N-[2,4,5-trifluoro-3-[(2-methylsulfonylthiazolo[5,4-d]pyrimidin-7-yl)amino]phenyl]benzenesulfonamide ClC1=C(C=CC=C1Cl)S(=O)(=O)NC1=C(C(=C(C(=C1)F)F)NC=1C2=C(N=CN1)SC(=N2)S(=O)(=O)C)F